fmoc-L-prolyl chloride C(=O)(OCC1C2=CC=CC=C2C2=CC=CC=C12)N1[C@@H](CCC1)C(=O)Cl